C(C)(C)(C)OC(C1=CC(=C(C=C1)NC(C(C1=CC=CC=C1)NC(C=CC1=C(C(=CC=C1N1N=CN=N1)Cl)F)=O)=O)Cl)=O 3-chloro-4-(2-(3-(3-chloro-2-fluoro-6-(2H-tetrazol-2-yl)phenyl)acrylamido)-2-phenylacetamido)benzoic acid tert-butyl ester